C(=O)NCC(C(=O)O)C 3-FORMAMIDO-2-METHYLPROPANOIC ACID